NC=1C=C(C=C(C1)C(F)(F)F)[C@@H](C)NC1=NC(=NC2=C3C(=C(C=C12)C=1C=CC(N(C1)C)=O)CCCC3)C (R)-5-(4-((1-(3-amino-5-(trifluoromethyl)phenyl)ethyl)amino)-2-methyl-7,8,9,10-tetrahydrobenzo[h]quinazolin-6-yl)-1-methylpyridin-2(1H)-one